ClC1=C(C=C(C=N1)CN1C(C=CC=C1)=NC(C(F)(F)F)=O)F N-[1-[(6-chloro-5-fluoro-3-pyridyl)methyl]-2-pyridylidene]-2,2,2-trifluoro-acetamide